(Z)-5-((Z)-7-bromo-2-oxoindolin-3-ylidene)-3-phenyl-2-(phenylimino)thiazolidin-4-one BrC=1C=CC=C2/C(/C(NC12)=O)=C/1\C(N(/C(/S1)=N/C1=CC=CC=C1)C1=CC=CC=C1)=O